CC=1N=CSC1[C@](C)(C#CC1=CC(=CC=C1)B1OC(C(O1)(C)C)(C)C)O (S)-2-(4-Methylthiazol-5-yl)-4-(3-(4,4,5,5-tetramethyl-1,3,2-dioxaborolan-2-yl)phenyl)but-3-yn-2-ol